C(C)N1C(C2=C(C(=C1)C(C)C)SC(=C2C)C2=NC(=NC=C2Cl)N[C@@H]2C[C@H]1CO[C@@H]([C@H]2O)O1)=O 5-ethyl-2-(5-chloro-2-(((1S,3R,4S,5R)-4-hydroxy-6,8-dioxabicyclo[3.2.1]octan-3-yl)amino)pyrimidin-4-yl)-7-isopropyl-3-methylthieno[3,2-c]pyridin-4(5H)-one